1,1'-(3,7,12,16-Tetramethyl-1,3,5,7,9,11,13,15,17-octadecanonaene-1,18-diyl)bis[2,6,6-trimethylcyclohexene] CC(C=CC1=C(CCCC1(C)C)C)=CC=CC(=CC=CC=C(C=CC=C(C=CC1=C(CCCC1(C)C)C)C)C)C